ClC1=C(C#N)C(=CC=N1)NC1=CC=2C3=C(C(N(C2C=C1)C)=O)OCC(N3)C3CCC3 2-chloro-4-((2-cyclobutyl-6-methyl-5-oxo-2,3,5,6-tetrahydro-1H-[1,4]oxazino[2,3-c]quinolin-9-yl)amino)nicotinonitrile